NC=1C2=C(N=CN1)C(=CC(=N2)C=2CCOCC2)C=2C(=C(C=CC2C)O)C (S)-3-(4-amino-6-(3,6-dihydro-2H-pyran-4-yl)pyrido[3,2-d]pyrimidin-8-yl)-2,4-dimethylphenol